diglycidyl-1,6-hexanediol C(C1CO1)C(CCCCCO)(O)CC1CO1